N-(2-hydroxyethyl)-2-((methyl-d3)(2-oxo-4-(o-tolyl)-2H-chromen-7-yl)amino)acetamide OCCNC(CN(C1=CC=C2C(=CC(OC2=C1)=O)C1=C(C=CC=C1)C)C([2H])([2H])[2H])=O